OCC=1C(=NC=CC1C1=CN(C(C(=C1)NC1=NC=C(C=C1)N1CCNCC1)=O)C)N1C(C=2N(C=3CCCCC3C2)CC1)=O 2-[3'-Hydroxymethyl-1-methyl-6-oxo-5-(5-piperazin-1-yl-pyridin-2-ylamino)-1,6-dihydro-[3,4']bipyridinyl-2'-yl]-3,4,6,7,8,9-hexahydro-2H-pyrazino[1,2-a]indol-1-one